21-[4-[2,6-bis(allylamino)-4-pyrimidinyl]-1-piperazinyl]-11α-hydroxy-16α-methylpregna-1,4-diene-3,20-dione C(C=C)NC1=NC(=CC(=N1)N1CCN(CC1)CC([C@H]1[C@@H](C[C@H]2[C@@H]3CCC4=CC(C=C[C@]4(C)[C@H]3[C@@H](C[C@]12C)O)=O)C)=O)NCC=C